1-[5-(dibenzylamino)-3-fluoro-6-(trideuteriomethoxy)-2-pyridyl]-3,3-difluoro-cyclobutanol C(C1=CC=CC=C1)N(C=1C=C(C(=NC1OC([2H])([2H])[2H])C1(CC(C1)(F)F)O)F)CC1=CC=CC=C1